1-(4-Bromo-6-chloro-1H-benzoimidazol-2-yl)-1H-pyrazole BrC1=CC(=CC=2NC(=NC21)N2N=CC=C2)Cl